C12(CC3CC(CC(C1)C3)C2)CN(C(=O)C=2N=NC(=CC2)N2CCN(CC2)C(=O)C=2C=NC=C(C2)C#CC2=CC(=CC=C2)O)C N-(1-Adamantylmethyl)-6-[4-[5-[2-(3-hydroxyphenyl)ethynyl]pyridine-3-carbonyl]piperazin-1-yl]-N-methylpyridazine-3-carboxamide